[Pt].CN(CCN(C)C)C (N,N,N',N'-tetramethylethylenediamine) platinum